7-{3-[4-(dimethylcarbamoyl)-1H-pyrazol-1-yl]azetidin-1-yl}-5-methyl-4-oxo-1-(1,2,4-thiadiazol-5-yl)-1,4-dihydro-1,8-naphthyridine-3-carboxylic acid CN(C(=O)C=1C=NN(C1)C1CN(C1)C1=CC(=C2C(C(=CN(C2=N1)C1=NC=NS1)C(=O)O)=O)C)C